4-(3-bromo-4-methyl-1-((2-(trimethylsilyl)ethoxy)methyl)-1H-pyrrolo[2,3-c]pyridin-5-yl)piperazine-1-carboxylic acid tert-butyl ester C(C)(C)(C)OC(=O)N1CCN(CC1)C=1C(=C2C(=CN1)N(C=C2Br)COCC[Si](C)(C)C)C